4-((8-cyclopentyl-7-oxo-7,8-dihydropyrido[2,3-d]pyrimidin-2-yl)amino)piperidine-1-sulfonyl chloride C1(CCCC1)N1C(C=CC2=C1N=C(N=C2)NC2CCN(CC2)S(=O)(=O)Cl)=O